CN1C=2C=CC(=NC2C(=CC1=O)N1C[C@H]([C@@H](CC1)OC1=CC=C(C=C1)C)C)C#N 5-methyl-8-((3R,4R)-3-methyl-4-(p-tolyloxy)piperidin-1-yl)-6-oxo-5,6-dihydro-1,5-naphthyridine-2-carbonitrile